C(C=C)(=O)OCCCCC[Si](OCC)(OCC)OCC acryloxypentyltriEthoxysilane